4-isopropyl-benzylbromide C(C)(C)C1=CC=C(CBr)C=C1